COC=1C=C2C(=NC(=NC2=CC1NC1CCOCC1)C)N 6-methoxy-2-methyl-N7-(tetrahydro-2H-pyran-4-yl)quinazoline-4,7-diamine